2-(2-(4-Chlorophenyl)imidazo[1,2-a]pyridin-3-yl)-5-(3,4-dichlorobenzyl)-1,3,4-oxadiazol ClC1=CC=C(C=C1)C=1N=C2N(C=CC=C2)C1C=1OC(=NN1)CC1=CC(=C(C=C1)Cl)Cl